(1-(2-(2,6-dioxopiperidin-3-yl)-1,3-dioxoisoindolin-5-yl)piperidin-4-yl)methyl 4-methylbenzenesulfonate CC1=CC=C(C=C1)S(=O)(=O)OCC1CCN(CC1)C=1C=C2C(N(C(C2=CC1)=O)C1C(NC(CC1)=O)=O)=O